(4-methyl-2-(pyridin-4-ylamino)thiazol-5-yl)ethanol CC=1N=C(SC1C(C)O)NC1=CC=NC=C1